C1(=CC=CC=C1)N1C2=CC=CC=C2C=2C=C(C=CC12)N 9-phenyl-9H-carbazol-3-amine